OC[C@H]1NC(CC1)=O (2S)-2-(hydroxymethyl)-5-oxopyrrolidin